CN1C=[N+](C2=C1C(=O)NC(=N2)N(C)C)[C@H]3[C@@H]([C@@H]([C@H](O3)COP(=O)(O)[O-])O)O The molecule is a guanosine 5'-phosphate that is the N(2),N(2),N(7)-trimethyl derivative of guanosine 5'-monophosphate. It is a guanosine 5'-phosphate and an ammonium betaine. It derives from a guanosine 5'-monophosphate. It is a conjugate acid of a N(2),N(2),N(7)-trimethylguanosine 5'-phosphate(1-).